O=S1(OCC23N1C(CN(C2)C(=O)OCC2=CC=CC=C2)CC3)=O Benzyl 4,4-dioxo-3-oxa-4λ6-thia-5,8-diazatricyclo[4.3.2.01,5]undecane-8-carboxylate